C1NCC12CC(C2)N2CCN(CC2)C2=CC(=C(C(=O)N(C)CCCOC)C=C2)Cl 4-(4-(2-azaspiro[3.3]heptan-6-yl)piperazin-1-yl)-2-chloro-N-(3-methoxypropyl)-N-methylbenzamide